(7S)-N-(3-bromo-2-fluorophenyl)-7-((5-methylhexahydropyrrolo[3,4-c]pyrrol-2(1H)-yl)methyl)-7,8-dihydro-[1,4]dioxino[2,3-g]quinazolin-4-amine BrC=1C(=C(C=CC1)NC1=NC=NC2=CC3=C(C=C12)O[C@H](CO3)CN3CC1CN(CC1C3)C)F